O-(1-adamantyl)hydroxylamine (R)-methyl-2-amino-3-(3-ethyl-5-fluorobenzamido)propanoate COC([C@@H](CNC(C1=CC(=CC(=C1)F)CC)=O)N)=O.C12(CC3CC(CC(C1)C3)C2)ON